N-((1R,2S)-2-(3,4-difluorophenyl)cyclopropyl)-5-(Methylthio)-3H-[1,2,3]triazolo[4,5-d]pyrimidin-7-amine FC=1C=C(C=CC1F)[C@H]1[C@@H](C1)NC=1C2=C(N=C(N1)SC)NN=N2